O=C1NC[C@H](N1)COC1=NC=CC2=CC(=C(C=C12)OC(C)C)C(=O)N 1-{[(4S)-2-oxoimidazolin-4-yl]methoxy}-7-(prop-2-yloxy)isoquinoline-6-carboxamide